COC1=C2C(C(=C(OC2=CC(=C1)OC)C1=CC(=C(C(=C1)OC)OC)OC)OCCCSC1=NC=NC2=CC(=CC=C12)Cl)=O 5,7-Dimethoxy-3-(3-((7-chloroquinazolin-4-yl)thio)propoxy)-2-(3,4,5-trimethoxyphenyl)-4H-chromen-4-one